galloyl-catechol C(C1=CC(O)=C(O)C(O)=C1)(=O)C1=C(C(O)=CC=C1)O